FC(OC1=NC=C(C(=O)NC2=CC(=C(C=C2)F)[C@H](C)NC2=CN=C3C(=N2)N(N=C3)C)C=C1)F (S)-6-(difluoromethoxy)-N-(4-fluoro-3-(1-((1-methyl-1H-pyrazolo[3,4-b]pyrazin-6-yl)amino)ethyl)phenyl)nicotinamide